1-Boc-4-piperidinecarboxylic acid C(=O)(OC(C)(C)C)N1CCC(CC1)C(=O)O